dimethyl-5-(4,4,5,5-tetramethyl-1,3,2-dioxaborolan-2-yl)-6-(trifluoromethyl)pyridin CC=1C(=NC(=C(C1)B1OC(C(O1)(C)C)(C)C)C(F)(F)F)C